N-tert-Butyl-4-[[2-[2-fluoro-5-hydroxy-4-(1-hydroxy-1-methyl-ethyl)phenyl]acetyl]amino]pyridine-2-carboxamide C(C)(C)(C)NC(=O)C1=NC=CC(=C1)NC(CC1=C(C=C(C(=C1)O)C(C)(C)O)F)=O